NCCNC(=O)[C@@H]1CC[C@H](CC1)C(C1=CC(=NC(=C1)Cl)N1CCN(CC1)S(=O)(=O)C1=CC=C(C=C1)N1C[C@@H](CC1=O)NC(OC(C)(C)C)=O)(F)F Trans-tert-butyl N-[(3R)-1-[4-[4-[4-[[4-(2-aminoethylcarbamoyl)cyclohexyl]-difluoro-methyl]-6-chloro-2-pyridyl]piperazin-1-yl]sulfonylphenyl]-5-oxo-pyrrolidin-3-yl]carbamate